CN1CC2CN(CC(C1)C2)C=2C=CC=1N(C2)N=C(N1)C1=C2C=C(N=CC2=C(N=C1)NC)C1(CC1)C(=O)N (5-(6-(7-methyl-3,7-diazabicyclo[3.3.1]non-3-yl)-[1,2,4]triazolo[1,5-a]pyridin-2-yl)-8-(methylamino)-2,7-naphthyridin-3-yl)cyclopropanecarboxamide